NCCCCCC(P(O)(=O)O)(P(O)(=O)O)O 6-amino-1-hydroxy-1,1-hexandiphosphonic acid